1-((2-((2,2,2-Trifluoroethyl)amino)pyridin-4-yl)methyl)-3-(2-(1-(trifluoromethyl)cyclopropyl)ethyl)urea FC(CNC1=NC=CC(=C1)CNC(=O)NCCC1(CC1)C(F)(F)F)(F)F